(R,E)-N-(2-(tert-butyldimethylsilyloxy)ethylidene)-2-methylpropane-2-sulfinamide [Si](C)(C)(C(C)(C)C)OC\C=N\[S@](=O)C(C)(C)C